N-methyl-2'-(7-methyl-7H-pyrrolo[2,3-d]pyrimidin-2-yloxy)biphenyl-3-amine CNC=1C=C(C=CC1)C1=C(C=CC=C1)OC=1N=CC2=C(N1)N(C=C2)C